(3R)-1,4-oxaazepine O1C=CN=CC=C1